4-(5-acetamido-3-fluoro-2-methylphenyl)-2-methyl-3-butenoic acid C(C)(=O)NC=1C=C(C(=C(C1)C=CC(C(=O)O)C)C)F